CN(C(=O)N1CCN(CC1)C=1C=2N(C=C(C1)S(NC1(CC1)C)(=O)=O)C(=CN2)C(=O)OC2COC2)C oxetan-3-yl 8-(4-(dimethylcarbamoyl)piperazin-1-yl)-6-(N-(1-methylcyclopropyl)sulfamoyl)imidazo[1,2-a]pyridine-3-carboxylate